(5-chloro-2-isocyanatophenyl)(phenyl)methanone ClC=1C=CC(=C(C1)C(=O)C1=CC=CC=C1)N=C=O